3-(tert-butyl)-6-(4,6-diphenylpyrimidin-2-yl)-9H-carbazole C(C)(C)(C)C=1C=CC=2NC3=CC=C(C=C3C2C1)C1=NC(=CC(=N1)C1=CC=CC=C1)C1=CC=CC=C1